N-(5-((1S,3R)-3-hydroxycyclopentyl)-1H-pyrazol-3-yl)-3-(methoxymethyl)-1-methyl-1H-pyrazole-5-carboxamide O[C@H]1C[C@H](CC1)C1=CC(=NN1)NC(=O)C1=CC(=NN1C)COC